CC1=NOC(=C1C=1C=C(C=CC1OC[C@@H]1NCCCC1)NC(=O)[C@H]1[C@H](C1)F)C (1S,2S)-N-(3-(3,5-dimethylisoxazol-4-yl)-4-(((R)-piperidin-2-yl)methoxy)phenyl)-2-fluorocyclopropane-1-carboxamide